N(=[N+]=[N-])[C@]1(CN(C[C@@H]1CCCB1OC(C(O1)(C)C)(C)C)C(=O)OC(C)(C)C)C(=O)OCC1=CC=CC=C1 (3R,4S)-3-Benzyl 1-tert-butyl 3-azido-4-(3-(4,4,5,5-tetramethyl-1,3,2-dioxaborolan-2-yl)propyl)pyrrolidine-1,3-dicarboxylate